COC1=CC=C(CN(C2=CC=C(C(=N2)C2=C(C=C3C(=NC(=NC3=C2F)OC[C@]23CCCN3C[C@@H](C2)F)O)Cl)C)CC2=CC=C(C=C2)OC)C=C1 7-(6-(bis(4-methoxybenzyl)amino)-3-methylpyridin-2-yl)-6-chloro-8-fluoro-2-(((2R,7aS)-2-fluorotetrahydro-1H-pyrrolizin-7a(5H)-yl)methoxy)quinazolin-4-ol